CC(CC)CCCCCCCCCCCC(CCCCCCCCCCCCCCCC)C 3,15-Dimethylhentriacontane